C(C1=CC=CC=C1)OC(C[C@H](N)C(=O)O)=O L-aspartic acid-4-benzyl ester